(S)-3-cyclopropyl-3-hydroxy-N-((S)-1-(3-(2,2,2-trifluoroethoxy)phenyl)ethyl)butanamide C1(CC1)[C@@](CC(=O)N[C@@H](C)C1=CC(=CC=C1)OCC(F)(F)F)(C)O